1,3-bis(1,8-dimethyl-9H-carbazol-9-yl)benzene CC1=CC=CC=2C3=CC=CC(=C3N(C12)C1=CC(=CC=C1)N1C2=C(C=CC=C2C=2C=CC=C(C12)C)C)C